(S)-N-(2,4,6-trichlorophenyl)-2-(5-phenylthiazol-2-yl)pyrrolidine-1-carboxamide ClC1=C(C(=CC(=C1)Cl)Cl)NC(=O)N1[C@@H](CCC1)C=1SC(=CN1)C1=CC=CC=C1